N-cyclopropyl-2-(difluoromethoxy)-6-methoxy-4-[7-(4-pyridylmethoxy)imidazo[1,2-a]pyridin-3-yl]benzamide C1(CC1)NC(C1=C(C=C(C=C1OC)C1=CN=C2N1C=CC(=C2)OCC2=CC=NC=C2)OC(F)F)=O